ClC1=C(C=C(C=C1)N=C=O)C(F)(F)F 4-chloro-3-(trifluoromethyl)phenylisocyanate